2-(dimethylamino)-1-((2s,5r)-4-(2-(4-isopropyl-5-(8-methoxy-[1,2,4]triazolo[1,5-a]pyridin-6-yl)-1H-pyrazol-3-yl)thiazol-5-yl)-2,5-dimethylpiperazin-1-yl)ethan-1-one CN(CC(=O)N1[C@H](CN([C@@H](C1)C)C1=CN=C(S1)C1=NNC(=C1C(C)C)C=1C=C(C=2N(C1)N=CN2)OC)C)C